O1C(CCC1)COC=1N=CC(=NC1)CO (5-((tetrahydrofuran-2-yl)methoxy)pyrazin-2-yl)methanol